C(C)(C)[C@@]12C\C=C(/C[C@H]3O[C@H]3C(CC[C@H]([C@@](CC1)(O2)C)O)=C)\C (1R,2R,6S,8R,13S,Z)-13-isopropyl-1,10-dimethyl-5-methylene-7,16-dioxatricyclo[11.2.1.06,8]hexadec-10-en-2-ol